ClC1=C(C=C(C(=O)N2CCC(CC2)COCCC2CCN(CC2)CC2CC2)C=C1)N1C(NC(CC1)=O)=O 1-((4-(2-((1-(4-chloro-3-(2,4-dioxotetrahydropyrimidin-1(2H)-yl)benzoyl)piperidin-4-yl)methoxy)ethyl)piperidin-1-yl)methyl)cyclopropane